FC1=CC=C(C=C1)C1(C(C(OC2=C1N(C=1C=CC=CC12)C)=O)C(F)(F)F)C1=CC=CC=C1 4-(4-fluorophenyl)-5-methyl-4-phenyl-3-trifluoromethylindolopyranone